ClC=1C(=NC=CC1C1=C(C(=CC=C1)C1=NC(=C(C=C1)CNC1CCC(CC1)O)OC)Cl)C1=CC(=C(CN2CC3(C2)CNC(C3)=O)C=C1)OC 2-(4-(3-chloro-4-(2-chloro-3-(5-((((1r,4s)-4-hydroxycyclohexyl)amino)methyl)-6-methoxypyridin-2-yl)phenyl)pyridin-2-yl)-2-methoxybenzyl)-2,6-diazaspiro[3.4]octan-7-one